C(=CCCCCCCCCCCCCCCCC)N1C(=C(C(C=C1)=O)OCC1=CC=C(C=C1)OC)C#N N-octadecenyl-2-cyano-3-(4-methoxybenzyloxy)-pyridin-4-one